ethyl 4-(2-chloropyridin-4-yl)-quinoline-3-carboxylate ClC1=NC=CC(=C1)C1=C(C=NC2=CC=CC=C12)C(=O)OCC